C(CCC)C1CC=C(CC1)CCC=O 3-(4-butylcyclohex-1-en-1-yl)propanal